N1CCC2(CC1)C(C1C(OCC1)C2)N hexahydrospiro[cyclopenta[b]furan-5,4'-piperidin]-4-amine